2-methyl-3,5-dihydro-2H-benzo[e][1,4]oxathiepine-8-carboxylic acid 1,1-dioxide CC1COCC2=C(S1(=O)=O)C=C(C=C2)C(=O)O